linoleic acid lysine salt N[C@@H](CCCCN)C(=O)O.C(CCCCCCC\C=C/C\C=C/CCCCC)(=O)O